O[C@H]1[C@H]([C@H]2CC[C@@H](C1)N2)NC(OCC2=CC=CC=C2)=O benzyl ((1R,2S,3R,5S)-3-hydroxy-8-azabicyclo[3.2.1]octan-2-yl)carbamate